FC=1C=C(C=C(CC#N)C1)[Si](C)(C)C 5-fluoro-3-trimethylsilyl-benzyl cyanide